N1(N=CC=C1)CC1=CC2=C(C(=NO2)N)C=C1OC 6-((1H-pyrazol-1-yl)methyl)-5-methoxybenzo[d]isoxazole-3-amine